C(C1=CC=CC=C1)N1[C@@H](C[C@H](C1)OCC1=CC=CC=C1)CF (2S,4R)-1-benzyl-4-(benzyloxy)-2-(fluoromethyl)pyrrolidine